The molecule is an optically active form of glutamic acid having D-configuration. It has a role as an Escherichia coli metabolite and a mouse metabolite. It is a D-alpha-amino acid and a glutamic acid. It is a conjugate acid of a D-glutamate(1-). It is an enantiomer of a L-glutamic acid. C(CC(=O)O)[C@H](C(=O)O)N